C(C)(C)(C)[Si](OC1=CC=C(NC2=C(N(C(=C2)C)C[C@H]2COCC2)C#N)C=C1)(C)C |o1:18| [4-[tert-butyl-(dimethyl)silyl]oxyanilino]-5-methyl-1-((3S or R)-tetrahydrofurane-3-ylmethyl)pyrrole-2-carbonitrile